N-butyl-6-[(2r,4s)-4-fluoro-2-[5-fluoro-2-(methylthio)phenyl]pyrrolidin-1-yl]imidazo[1,2-b]pyridazine-3-thiocarboxamide C(CCC)NC(=S)C1=CN=C2N1N=C(C=C2)N2[C@H](C[C@@H](C2)F)C2=C(C=CC(=C2)F)SC